ClC1=C(C=CC=C1)N1C(C=C(C2=CC=C(N=C12)C(F)(F)F)NC)=O 1-(2-Chlorophenyl)-4-(methylamino)-7-(trifluoromethyl)-1,8-naphthyridin-2(1H)-one